C(=O)(O)C(O)C(O)C(=O)O.C(#N)C=1C=CC=C2CCNC12 (E)-7-cyano-indoline tartrate